CN(S(=O)(=O)C)C1=C(C(=O)NC2=CC=C(C=C2)S(=O)(=O)N2CCN(CC2)C=2SC(=C(N2)C(F)(F)F)C(=O)O)C=CC=C1 2-(4-((4-(2-(N-methylmethylsulfonamido)benzamido)phenyl)sulfonyl)piperazin-1-yl)-4-(trifluoromethyl)thiazole-5-carboxylic acid